(3,4-epoxycyclohexyl)ethyldiethyldiethoxysilane C1(CC2C(CC1)O2)CCC(C)O[Si](OCC)(CC)CC